C(C)(C)(C)C[C@H](N)C(=O)O β-tert-butyl-alanine